C(C)(C)(C)C=1C=C(C=C(C1O)C(C)(C)C)CCC(=O)NNC(CCC1=CC(=C(C(=C1)C(C)(C)C)O)C(C)(C)C)=O N,N'-bis(3,5-di-tert-butyl-4-hydroxyphenylpropionyl)hydrazine